C(C)(C)(C)OC(=O)N[C@H]1CC(C[C@H]1NC1=NC2=CC=C(C=C2C=N1)C1=C(C(=CC(=C1Cl)OC)OC)Cl)C(=O)O |r| racemic-(3S,4R)-3-((tert-butoxycarbonyl)amino)-4-((6-(2,6-dichloro-3,5-dimethoxyphenyl)quinazolin-2-yl)amino)cyclopentane-1-carboxylic acid